OC(CCC(CCCCCO)O)C 3-hydroxybutyl-1,6-hexanediol